ClC=1C=2N(C=CN1)C(=NC2C=O)C2=C(C(=CC=C2)Cl)Cl 8-chloro-3-(2,3-dichlorophenyl)imidazo[1,5-a]pyrazine-1-carbaldehyde